2,4-diaminobenzenesulfonate sodium [Na+].NC1=C(C=CC(=C1)N)S(=O)(=O)[O-]